FC1=C(C(=O)Cl)C=CC(=C1)C1=NC(=NO1)C 2-fluoro-4-(3-methyl-1,2,4-oxadiazol-5-yl)benzoyl chloride